O=C1NC(CCC1N1C(C2=C(C1)C1=C(O2)C=C(C=C1)N1CCC(CC1)C=O)=O)=O 1-(2-(2,6-dioxopiperidin-3-yl)-3-oxo-2,3-dihydro-1H-benzofuro[2,3-c]pyrrol-6-yl)piperidine-4-carbaldehyde